BrC1=C(C=C(C=C1)C1=NC=NC(=C1)OC)OCOC 4-[4-bromo-3-(methoxymethoxy)phenyl]-6-methoxypyrimidine